(R)-4-(4-amino-2,6-dichlorophenoxy)-7-(methyl-d3)-2,5,6,7-tetrahydro-1H-cyclopenta[d]pyridazin-1-one NC1=CC(=C(OC=2C3=C(C(NN2)=O)[C@@H](CC3)C([2H])([2H])[2H])C(=C1)Cl)Cl